ClC1=CC(=C(CC=2N=C3N(C=CC(=C3)C(=O)OC)C2CC)C=C1)C(F)(F)F methyl 2-(4-chloro-2-(trifluoromethyl) benzyl)-3-ethylimidazo[1,2-a]pyridine-7-carboxylate